N(=[N+]=[N-])C(CCCCCCCCCC)[Si](OC)(OC)OC (l-1-azidoundecyl)trimethoxysilane